NC1=C(C=C2CCCN(C2=C1)C)C=1C=NN(C1)C1CC1 7-amino-6-(1-cyclopropyl-1H-pyrazol-4-yl)-1-methyl-3,4-dihydroquinolin